O1C2=C(OCC1)C=C(C=C2)C(=O)NC=2C=CC(=C(C2)NC(=O)C=2N(C1=CC=CC=C1C2)C)C N-(5-(2,3-Dihydrobenzo[b][1,4]dioxine-6-carboxamido)-2-methylphenyl)-1-methyl-1H-indole-2-carboxamide